11-hydroxy-4,8-dimethyldodeca-4-enal OC(CCC(CCC=C(CCC=O)C)C)C